2-(1-(tert-butoxycarbonyl)azetidin-3-yl)-4-(4,4,5,5-tetramethyl-1,3,2-dioxaborolan-2-yl)-2H-indazole C(C)(C)(C)OC(=O)N1CC(C1)N1N=C2C=CC=C(C2=C1)B1OC(C(O1)(C)C)(C)C